[Pt].[Os].[Ir] Iridium-osmium-platinum